FC1=C(C=CC(=C1)OC)C=1C(=CC=2N(C1)C(NN2)=O)OCC=2N=C(SC2)C 6-(2-Fluoro-4-methoxy-phenyl)-7-[(2-methylthiazol-4-yl)methoxy]-2H-[1,2,4]triazolo[4,3-a]pyridin-3-one